BrC1=CC(=C(C(=O)N2[C@H](CN(CC2)C(=O)OC(C)(C)C)CO)C=C1C)F Tert-butyl (3R)-4-(4-bromo-2-fluoro-5-methylbenzoyl)-3-(hydroxymethyl)piperazine-1-carboxylate